4-chloro-3-(2-chloroethoxy)-8-(2-fluoropyrimidin-5-yl)-5,6,7,8-tetrahydronaphthalene-2-carbonitrile ClC1=C(C(=CC=2C(CCCC12)C=1C=NC(=NC1)F)C#N)OCCCl